1-(4-bromo-2-(1-methyl-1H-tetrazol-5-yl)phenyl)pentan-1-ol BrC1=CC(=C(C=C1)C(CCCC)O)C1=NN=NN1C